C(CCCCCCC)C1=CC=C(C=C1)C1=CC=C(C=C1)C#N 4-octyl-4'-cyanobiphenyl